4-[(4R,10bs)-8-[(3R)-3-amino-3-methyl-pyrrolidin-1-yl]-4-methyl-3,4,6,10b-tetrahydro-1H-pyrazino[2,1-a]isoindol-2-yl]-1-methyl-1,8-naphthyridin-2-one N[C@]1(CN(CC1)C=1C=C2CN3[C@@H](C2=CC1)CN(C[C@H]3C)C3=CC(N(C1=NC=CC=C31)C)=O)C